ClC1=C(C=C2C(=NC(N3C2=C1SCC(C3)CO)=O)O)C(F)(F)F 11-chloro-8-hydroxy-3-(hydroxymethyl)-10-(trifluoromethyl)-3,4-dihydro-[1,4]thiazepino[2,3,4-ij]quinazolin-6(2H)-one